1-(4-Methoxybenzyl)-5-methyl-4-nitro-1,3-dihydrobenzo[c]isothiazole 2,2-dioxide COC1=CC=C(CN2S(CC3=C2C=CC(=C3[N+](=O)[O-])C)(=O)=O)C=C1